(3,5-di-t-butyl-4-hydroxyphenyl)propionic acid C(C)(C)(C)C=1C=C(C=C(C1O)C(C)(C)C)C(C(=O)O)C